C1(=CC(=CC(=C1)C)C)P(C1=C(C2=CC=CC=C2C=C1)C1=C(C=CC2=CC=CC=C12)P(C1=CC(=CC(=C1)C)C)C1=CC(=CC(=C1)C)C)C1=CC(=CC(=C1)C)C (R)-(+)-2,2'-bis(di(3,5-xylyl)phosphino)-1,1'-binaphthyl